OC=1C=C2C=CC(OC2=CC1OCC=C(C)C)=O 6-hydroxy-7-(3-methylbut-2-enoxy)chromen-2-one